C(C)C1(COC2(OC1)OCC(CO2)(COCC=C)CC)COCC=C 3,9-diethyl-3,9-bis(allyloxymethyl)-1,5,7,11-tetraoxaspiro[5.5]undecane